ClC1=CC=2N(C3=CC=CC=C3SC2C=C1)CCCN1CCN(CC1)CCCCCCNC(C=CC=1C=CC=2C3=C(NC2C1)C=CN=C3)=O N-(6-(4-(3-(2-chloro-10H-phenothiazin-10-yl)propyl)piperazin-1-yl)hexyl)-3-(5H-pyrido[4,3-b]indol-7-yl)propenamide